N-{(1R)-1-[3-(1-benzothiophen-3-yl)phenyl]ethyl}-6,7-dimethoxy-2-methylquinazolin-4-amine S1C=C(C2=C1C=CC=C2)C=2C=C(C=CC2)[C@@H](C)NC2=NC(=NC1=CC(=C(C=C21)OC)OC)C